CC=1N(C=CN1)C1=NC(=NC=N1)N1CCC(CC1)C(=O)N1OCC[C@H]1C=1C=NC(=CC1)C [1-[4-(2-methylimidazol-1-yl)-1,3,5-triazin-2-yl]piperidin-4-yl]-[(3S)-3-(6-methylpyridin-3-yl)-1,2-oxazolidin-2-yl]methanone